ethyl 3-(4-fluorophenyl)-1-(3-oxobutan-2-yl)-1H-pyrazole-5-carboxylate FC1=CC=C(C=C1)C1=NN(C(=C1)C(=O)OCC)C(C)C(C)=O